N[C@@H]1C[C@H]([C@@H](C1)CO)C1=CC=C(C=C1)Br ((1R,2R,4R)-4-amino-2-(4-bromophenyl)cyclopentyl)methanol